N1\C(\C(C2=CC=CC=C12)=O)=C\1/C(NC2=CC=CC=C12)=O (2Z)-2,3'-Biindole-2',3(1H,1'H)-dione